C(CCCCCCC\C=C/CCCCCCCC)OC(COCCCCCCCC\C=C/CCCCCCCC)C(CCCCCCCCCCCC)OCCOCCOCCOCCOC(C1=CC=CC=C1)(C1=CC=CC=C1)C1=CC=CC=C1 [2-[2-[2-[2-[1-[1,2-bis[(Z)-octadec-9-enoxy]ethyl]tridecoxy]ethoxy]ethoxy]ethoxy]ethoxy-diphenylmethyl]benzene